C(C)OC(C(C(CCC(=O)OCC)=O)=NO)=O 2-(hydroxyimino)-3-oxoadipic acid diethyl ester